FC1=C(C(=CC=C1)F)N=C=O 2,6-difluorophenylisocyanate